di(methoxycarbonyl)-4,4'-di(t-butylperoxycarbonyl)benzophenone COC(=O)C=1C(=C(C(=O)C2=CC=C(C=C2)C(=O)OOC(C)(C)C)C=CC1C(=O)OOC(C)(C)C)C(=O)OC